FC1(C=2N(C[C@](CC1)(O)CF)N=C1C2CN([C@@H](C1)C)C(=O)OC(C)(C)C)F |o1:5| (3R,8S*)-tert-butyl 11,11-difluoro-8-(fluoromethyl)-8-hydroxy-3-methyl-3,4,8,9,10,11-hexahydro-1H-pyrido[4',3':3,4]pyrazolo[1,5-a]azepine-2(7H)-carboxylate